2-amino-4,7-dihydrobenzo[d]thiazol-6(5H)-one NC=1SC2=C(N1)CCC(C2)=O